CC1=CC(=C(C#N)C=C1NC1=NC=C2N(C(N(C2=N1)C1CCOCC1)=O)C)C1=CC=NN1C 4-Methyl-2-(1-methyl-1H-pyrazol-5-yl)-5-((7-methyl-8-oxo-9-(tetrahydro-2H-pyran-4-yl)-8,9-dihydro-7H-purin-2-yl)amino)benzonitrile